C(C)OC(CCCOC=1C=CC=NC1)=O 5-(4-Ethoxy-4-oxobutoxy)pyridine